C(C)(C)(C)OC(=O)N1C[C@H]2C([C@H]2C1)C(NC(C)(C)C1=NC(=C2N1C=CC=C2C)SC)=O (1R,5S,6r)-6-((2-(8-methyl-1-(methylthio)imidazo[1,5-a]pyridin-3-yl)propan-2-yl)carbamoyl)-3-azabicyclo[3.1.0]hexane-3-carboxylic acid tert-butyl ester